1-fluoro-N-((6S,7S)-6-((2-fluoro-[1,1'-biphenyl]-3-yl)methyl)-5-(1-(methoxymethyl)cyclopropane-1-carbonyl)-5-azaspiro[2.4]heptan-7-yl)methanesulfonamide FCS(=O)(=O)N[C@@H]1[C@@H](N(CC12CC2)C(=O)C2(CC2)COC)CC=2C(=C(C=CC2)C2=CC=CC=C2)F